tert-butyl (2-((2-(2-ethylphenyl)-2-oxoethyl)(4-methoxybenzyl)amino)ethyl)carbamate C(C)C1=C(C=CC=C1)C(CN(CCNC(OC(C)(C)C)=O)CC1=CC=C(C=C1)OC)=O